C(C)OC(=O)C=1C=NN(C1)[C@@H]1CC[C@@H](CC1)N1N=C(C=2C1=NC=NC2N)I 1-((Cis)-4-(4-amino-3-iodo-1H-pyrazolo[3,4-d]pyrimidin-1-yl)cyclohexyl)-1H-pyrazole-4-carboxylic acid ethyl ester